4,4,4-Trifluoro-1-(naphthalen-2-yl)butane-1,3-dione FC(C(CC(=O)C1=CC2=CC=CC=C2C=C1)=O)(F)F